CC(C)(C)[O-].[K+].FC(C=1N=CC(=NC1)OC1CCC2(CN(C2)C(=O)N2C[C@H](CC2)C(=O)N)CC1)(F)F (3S)-1-[7-[5-(trifluoromethyl)pyrazin-2-yl]oxy-2-azaspiro[3.5]nonane-2-carbonyl]pyrrolidine-3-carboxamide potassium t-butoxide